BrC1=CC=C(C=C1)C(C1C(CCCC1)=O)O 2-((4-bromophenyl)(hydroxy)methyl)cyclohexanone